CN1C=NC2=NC=C(C=C21)CNC(=O)[C@@H]2CC[C@H]1N2C(CCCC1)=O (3S,6S,9aS)-3-(((1-methyl-1H-imidazo[4,5-b]pyridin-6-yl)methyl)carbamoyl)-5-oxooctahydro-1H-pyrrolo[1,2-a]azepin